N-(6-chlorobenzo[d]thiazol-2-yl)-3-(4-((3,5-dioxopyrazolidin-4-ylidene)methyl)phenoxy)propanamide ClC1=CC2=C(N=C(S2)NC(CCOC2=CC=C(C=C2)C=C2C(NNC2=O)=O)=O)C=C1